4-[2-[3-(4-amino-1-tert-butyl-pyrazolo[3,4-d]pyrimidin-3-yl)-5-cyclopropyl-isoxazol-4-yl]pyrimidin-5-yl]butyl (4-nitrophenyl) carbonate C(OCCCCC=1C=NC(=NC1)C=1C(=NOC1C1CC1)C1=NN(C2=NC=NC(=C21)N)C(C)(C)C)(OC2=CC=C(C=C2)[N+](=O)[O-])=O